C1=C(C=CC=2C3=CC=CC=C3C3(C12)C1=CC=CC=C1C=1C=CC=CC13)N(C1=CC=C3C(CC(C3=C1)(C)C1=C(C=CC=C1)C1=CC(=CC=3C2(C4=CC=CC=C4C13)C1=CC=CC=C1C=1C=CC=CC12)NC1=CC=2C(C3=CC=CC=C3C2C=C1)(C)C)(C)C)C1=CC=2C(C3=CC=CC=C3C2C=C1)(C)C 4-(6-(9,9'-spirobi[fluorene]-2-yl-(9,9-dimethyl-9H-fluoren-2-yl)amino)-1,3,3-trimethyl-2,3-dihydro-1H-inden-1-yl-phenyl)-N-(9,9-dimethyl-9H-fluoren-2-yl)-9,9'-spirobi[fluoren]-2-amine